5,6-dichloro-benzimidazole ClC1=CC2=C(N=CN2)C=C1Cl